Cl.CN(CC)CC N-methyldiethylamine hydrochloride